3-[2-(2-chloro-4-ethoxybenzoyl)-1,2,3,4-tetrahydroisoquinolin-5-yl]-3-(7-methoxy-1-methyl-1H-benzo[d][1,2,3]triazol-5-yl)propionic acid ethyl ester C(C)OC(CC(C1=CC2=C(N(N=N2)C)C(=C1)OC)C1=C2CCN(CC2=CC=C1)C(C1=C(C=C(C=C1)OCC)Cl)=O)=O